C(C)(C)(C)OC(N[C@@H](C(=O)N[C@H](C)C1=CC(=CC=C1)OC)CCO)=O ((R)-4-hydroxy-1-(((R)-1-(3-methoxyphenyl)ethyl)amino)-1-oxobutan-2-yl)carbamic acid tert-butyl ester